OC1=CC=C(C=C1)NC1=NC=CC=C1NS(=O)(=O)C1=CC=C(C=C1)C N-(2-((4-hydroxyphenyl)amino)pyridin-3-yl)-4-methylbenzenesulfonamide